OCC1CCC(CC1)N1C(C2=CC(=C(C=C2C1)[N+](=O)[O-])N1CCOCC1)=O 2-[4-(Hydroxymethyl)cyclohexyl]-6-morpholino-5-nitro-isoindolin-1-one